CN1CCN(CC1)C1=NC=2N(C=C1)N=CC2C(=O)O 5-(4-methylpiperazin-1-yl)pyrazolo[1,5-a]pyrimidine-3-carboxylic acid